4,4'-Bis(Dimethylamino)-4''-(Methylamino)Trityl Alcohol CN(C1=CC=C(C(C2=CC=C(C=C2)N(C)C)(C2=CC=C(C=C2)NC)O)C=C1)C